((4-methoxy-2-methylphenyl)azanediyl)dipropanoic acid COC1=CC(=C(C=C1)N(CCC(=O)O)CCC(=O)O)C